OC[C@H]1[C@@H](C1)[C@H](C)N[S@](=O)C(C)(C)C (R)-N-[(1S)-1-[(1R,2R)-2-(hydroxymethyl)cyclopropyl]ethyl]-2-methyl-propane-2-sulfinamide